C(C)(C)(C)OC(N(CC1=C(C2=C(N=CN2C)C(=C1)C1=CC=C(C=C1)OC(F)(F)F)SC)C(=O)OC(C)(C)C)=O N-tert-Butoxycarbonyl-N-[[3-methyl-4-methylsulfanyl-7-[4-(trifluoromethoxy)phenyl]benzimidazol-5-yl]methyl]carbamic acid tert-butyl ester